(R or S)-6-chloro-N-(5-chloro-1-((S) or (R)-2,2-difluorocyclopropyl)-1H-pyrazol-4-yl)-7-(4-(3-methyltetra-hydrofuran-3-yl)piperazin-1-yl)quinazolin-2-amine ClC=1C=C2C=NC(=NC2=CC1N1CCN(CC1)[C@]1(COCC1)C)NC=1C=NN(C1Cl)[C@@H]1C(C1)(F)F |o1:17,30|